C1(CCCC1)CCC1=NC(=NO1)C1=CC2=C(N(C=N2)CCNC(C2=CC=C(C=C2)OCC)=O)C=C1 N-(2-(5-(5-(2-cyclopentylethyl)-1,2,4-oxadiazol-3-yl)-1H-benzo[d]imidazol-1-yl)ethyl)-4-ethoxybenzamide